2,3,3-Trideuterio-N-[[4-(hydroxymethyl)-1-[4-(trifluoromethoxy)phenyl]pyrazolo[3,4-b]pyridin-3-yl]methyl]prop-2-enamide [2H]C(C(=O)NCC1=NN(C2=NC=CC(=C21)CO)C2=CC=C(C=C2)OC(F)(F)F)=C([2H])[2H]